N1(CCC1)[C@@H]1CC(N(C1)C1=CC=CC(=N1)NC=1C2=C(C(=NC1)C1=C3C(=NC=C1)N(C=C3)C)CNC2=O)=O (R)-7-((6-(4-(azetidin-1-yl)-2-oxopyrrolidin-1-yl)pyridin-2-yl)amino)-4-(1-methyl-1H-pyrrolo[2,3-b]pyridin-4-yl)-2,3-dihydro-1H-pyrrolo[3,4-c]pyridin-1-one